C1(CC1)N1C(C(=CC=C1)NC(=O)C1=CC=2C(N=C1OC(C)C)=NN(C2)C21COC(C2)(C1)CF)=O N-(1-cyclopropyl-2-oxo-1,2-dihydropyridin-3-yl)-2-(1-(fluoromethyl)-2-oxabicyclo[2.1.1]hexan-4-yl)-6-isopropoxy-2H-pyrazolo[3,4-b]pyridine-5-carboxamide